C(P([O-])([O-])=O)P(O[Si](C)(C)C)([O-])=O (trimethylsilyl) methylenebisphosphonate